4-[2-[6,7-difluoro-1-(2-hydroxy-2-methyl-propyl)benzotriazol-5-yl]-5-(hydroxymethyl)phenyl]-2-fluoro-benzonitrile FC=1C(=CC2=C(N(N=N2)CC(C)(C)O)C1F)C1=C(C=C(C=C1)CO)C1=CC(=C(C#N)C=C1)F